C(C\C=C/CCCCCCCCCC)O (Z)-3-tetradecenol